THREONINATE N[C@@H]([C@H](O)C)C(=O)[O-]